N1=CC=C(C2=CC=CC=C12)[C@@H](O)[C@H]1N2C[C@@H]([C@H](C1)CC2)C=C (R)-4-quinolinyl[(2S,4S,5R)-5-vinyl-1-azabicyclo[2.2.2]oct-2-yl]methanol